ClC=1C=C(C=C(C1)Cl)NC(/C=C/C=1C=C2CCC(C2=CC1)NC(OC(C)(C)C)=O)=O tert-butyl (E)-(5-(3-((3,5-dichlorophenyl)amino)-3-oxoprop-1-en-1-yl)-2,3-dihydro-1H-inden-1-yl)carbamate